[2-chloro-6-(trifluoromethyl)pyridin-3-yl](1,4-dihydro-1'H,2H-spiro[isoquinoline-3,4'-piperidin]-1'-yl)methanone ClC1=NC(=CC=C1C(=O)N1CCC2(CC1)NCC1=CC=CC=C1C2)C(F)(F)F